(5-phenyl-1,3,4-oxadiazol-2-yl)boronic acid C1(=CC=CC=C1)C1=NN=C(O1)B(O)O